(R)-6-((2-(3-amino-4,4-difluoropiperidin-1-yl)-6-fluoro-1H-benzo[d]imidazol-1-yl)methyl)nicotinonitrile N[C@@H]1CN(CCC1(F)F)C1=NC2=C(N1CC1=NC=C(C#N)C=C1)C=C(C=C2)F